2-(5-bromo-2-methoxyphenoxymethyl)-3,4-difluoro-1-methoxybenzene BrC=1C=CC(=C(OCC2=C(C=CC(=C2F)F)OC)C1)OC